ethyl (E)-4-(((1r,4r)-4-(3-((tert-butoxycarbonyl) amino)propanamido)cyclohexyl)oxy)but-2-enoate C(C)(C)(C)OC(=O)NCCC(=O)NC1CCC(CC1)OC/C=C/C(=O)OCC